C(NN)(=S)[O-] thiocarbazate